2-(2,3-dihydrobenzo[b][1,4]dioxin-6-yl)-6-((1-((1R,3R)-3-((methoxycarbonyl)amino)cyclopentyl)-3-(methyl-d3)-2-oxo-2,3-dihydro-1H-imidazo[4,5-c]pyridin-6-yl)amino)isonicotinic acid O1C2=C(OCC1)C=C(C=C2)C=2C=C(C(=O)O)C=C(N2)NC2=CC1=C(C=N2)N(C(N1[C@H]1C[C@@H](CC1)NC(=O)OC)=O)C([2H])([2H])[2H]